(4R)-4-[(3R,5R,8R,9S,10S,12S,13R,14S,17R)-3,12-dihydroxy-10,13-dimethyl-2,3,4,5,6,7,8,9,11,12,14,15,16,17-tetradecahydro-1H-cyclopenta[a]phenanthren-17-yl]pentanoate O[C@@H]1CC[C@@]2([C@H]3C[C@@H]([C@@]4([C@H](CC[C@H]4[C@@H]3CC[C@@H]2C1)[C@@H](CCC(=O)[O-])C)C)O)C